4-nitro-3-(m-tolylamino)benzonitrile [N+](=O)([O-])C1=C(C=C(C#N)C=C1)NC=1C=C(C=CC1)C